CC(C)(C)[S@@](=O)N[C@@H]1CCC=2N(C=NC21)C (R)-2-methyl-N-[(4R)-1-methyl-1H,4H,5H,6H-cyclopenta[d]imidazol-4-yl]propane-2-sulfinamide